1-(benzo[d][1,3]dioxol-5-yl-(piperidin-4-yl)methyl)piperidin-4-ol O1COC2=C1C=CC(=C2)C(N2CCC(CC2)O)C2CCNCC2